C1(CC1)CN1C(=C(C=2C1=C(C(N(N2)C2=CC1=CN(N=C1C=C2)C)=O)C=2C=NC(=CC2)C)C#N)C 5-(cyclopropylmethyl)-6-methyl-2-(2-methyl-2H-indazol-5-yl)-4-(6-methylpyridin-3-yl)-3-oxo-2H,3H,5H-pyrrolopyridazine-7-carbonitrile